FC1(CCN(CC1)C=1C=C(C=C2CN(C(C12)=O)C)NC(C1=C(C=C(C=C1)I)N1CCC2(CC2)CC1)=O)F N-(7-(4,4-difluoropiperidin-1-yl)-2-methyl-1-oxoisoindolin-5-yl)-4-iodo-2-(6-azaspiro[2.5]octan-6-yl)benzamide